ClC1=C(C(=O)NC2(CC2)C#N)C=C(C=C1)C=1C=NN(C1)C=1N(N=C(C1C(F)(F)F)OC(C(F)Cl)(F)F)C 2-chloro-5-[1-[5-(2-chloro-1,1,2-trifluoro-ethoxy)-2-methyl-4-(trifluoromethyl)pyrazol-3-yl]pyrazol-4-yl]-N-(1-cyanocyclopropyl)benzamide